2-(2-Biphenyl-oxy)-ethylmethacrylat C=1(C(=CC=CC1)OCCOC(C(=C)C)=O)C1=CC=CC=C1